ClC1C=C(C2=CC(=C(N)C=C2)C(CC(=O)O)NC(=O)NC=2C(N(C=C(C2O)C)C)=O)C=CC1(N)Cl 3-(3',4'-dichlorobenzidin-3-yl)-3-(3-(4-hydroxy-1,5-dimethyl-2-oxo-1,2-dihydropyridin-3-yl)ureido)propionic acid